N2-hexyl-6,7-dimethoxy-N4-(1-methylpiperidin-4-yl)quinazoline-2,4-diamine C(CCCCC)NC1=NC2=CC(=C(C=C2C(=N1)NC1CCN(CC1)C)OC)OC